C1CCCC12CC(OC(C2)=O)=O 8-oxaspiro[4.5]decane-7,9-dione